dl-1,1,1-trifluoro-2-propyl 2,3-dioxosuccinate O=C(C(=O)OC(C(F)(F)F)C)C(C(=O)[O-])=O